ClC=1C=C(C=CC1F)NC(=O)C=1C=2CC[C@@H](C2C(=CC1)F)NS(=O)(=O)N1CCOCC1 (S)-N-(3-chloro-4-fluorophenyl)-7-fluoro-1-(morpholine-4-sulfonylamino)-2,3-dihydro-1H-indene-4-carboxamide